2-Chloro-N-{2-[4-(difluoromethyl)-1,3-thiazol-5-yl]-2-(4-{[(6-fluoropyridin-2-yl)oxy]methyl}piperidin-1-yl)ethyl}-6-fluorobenzamide ClC1=C(C(=O)NCC(N2CCC(CC2)COC2=NC(=CC=C2)F)C2=C(N=CS2)C(F)F)C(=CC=C1)F